Methyl 3-methoxy-4-(p-tolyloxy)benzoate COC=1C=C(C(=O)OC)C=CC1OC1=CC=C(C=C1)C